C(C)(C)(C)NSC=1SC2=C(N1)C=CC=C2 N-(t-butyl)-2-benzothiazolesulfenamide